O1NC(=CC=C1)[S-].[Na+] sodium oxazinethiolate